[Cl-].C(CCCCCCCCCCCCCCCCC)[N+](C)(C)C monostearyl-trimethyl-ammonium chloride